NC1CCC(CC1)OC=1C(=C(C#N)C=CC1)Cl (((1r,4r)-4-aminocyclohexyl)oxy)-2-chlorobenzonitrile